ClC1=CC=C(C=C1)C(C)(C#C)C=1N=C(SC1)NC(=O)NCCO 1-(4-(2-(4-chlorophenyl)-but-3-yn-2-yl)thiazol-2-yl)-3-(2-hydroxyethyl)-urea